The molecule is a 4-oxo monocarboxylic acid anion. It derives from a glutaramate. It is a conjugate base of a 4-oxoglutaramic acid. C(CC(=O)[O-])C(=O)C(=O)N